(3R)-3-hydroxypyrrolidin O[C@H]1CNCC1